tert-butyl 4-(ethoxymethyl)-4-phenethylazepane-1-carboxylate C(C)OCC1(CCN(CCC1)C(=O)OC(C)(C)C)CCC1=CC=CC=C1